C(\C=C/C(=O)[O-])(=O)[O-].C[N+]1=CNC=C1.C[N+]1=CNC=C1 3-methylimidazolium maleate